[N+](=O)([O-])C=1C=CC=C2C=CCOC12 8-Nitro-2H-chromene